NC=1C(=NN(C1C(=O)OC)COCC[Si](C)(C)C)Br Methyl 4-amino-3-bromo-1-((2-(trimethylsilyl) ethoxy) methyl)-1H-pyrazole-5-carboxylate